N-(((1-(tert-butoxycarbonyl)azetidin-3-yl)oxy)carbonyl)-O-(trans-3-(2-(5,6,7,8-tetrahydro-1,8-naphthyridin-2-yl)ethyl)cyclobutyl)homoserine C(C)(C)(C)OC(=O)N1CC(C1)OC(=O)N[C@@H](CCO[C@@H]1C[C@H](C1)CCC1=NC=2NCCCC2C=C1)C(=O)O